C(C)(C)C1=C(C=CC=C1)C1=NC(=C2N1C=C(C=C2)N2CCC(CC2)C=2N(C=C(N2)C(F)(F)F)C)C 3-(2-isopropylphenyl)-1-methyl-6-(4-(1-methyl-4-(trifluoromethyl)-1H-imidazol-2-yl)piperidin-1-yl)imidazo[1,5-a]pyridine